N-{2-[(1S)-1-(3-ethoxy-4-methoxyphenyl)-2-methylsulfonylethyl]-1,3-dioxo-2,3-dihydro-1H-isoindol-4-yl}butanamide C(C)OC=1C=C(C=CC1OC)[C@@H](CS(=O)(=O)C)N1C(C2=CC=CC(=C2C1=O)NC(CCC)=O)=O